ClC1=NC=CC(=C1)NC(=O)NC1=CC(=NC=C1)C#CC1=CC(=CC=C1)C(=O)N1CCN(CC1)CCNC1=C2C(N(C(C2=CC=C1)=O)C1C(NC(CC1)=O)=O)=O 1-(2-chloropyridin-4-yl)-3-(2-((3-(4-(2-((2-(2,6-dioxopiperidin-3-yl)-1,3-dioxoisoindolin-4-yl)amino)ethyl)piperazine-1-carbonyl)phenyl)ethynyl)pyridin-4-yl)urea